(S)-1-[(S)-1-[(4-{2-[N-Ethyl(isopropyl)amino]-1-methyl-2-oxoethyl}-1-piperidyl)carbonyl]-3-methylbutyl]-3-isobutyl-2-piperazinone C(C)N(C(C(C)C1CCN(CC1)C(=O)[C@H](CC(C)C)N1C([C@@H](NCC1)CC(C)C)=O)=O)C(C)C